C(C)(=O)N1C[C@@H](CC1)N1CCC(CC1)C1=NN(C2=CC=C(C=C12)C=1SC2=C(N1)C=C(C(=C2C2=CC=C(C=C2)Cl)[C@@H](C(=O)OCC)OC(C)(C)C)C)C ethyl (S)-2-(2-(3-(1-((R)-1-acetylpyrrolidin-3-yl)piperidin-4-yl)-1-methyl-1H-indazol-5-yl)-7-(4-chlorophenyl)-5-methylbenzo[d]thiazol-6-yl)-2-(tert-butoxy)acetate